CC1=CC=C2C(=N1)NC=C2C=2C=C1C(=NC=NC1=CC2)N[C@H](CO)C2=CC=CC=C2 (S)-2-((6-(6-methyl-1H-pyrrolo[2,3-b]pyridin-3-yl)quinazolin-4-yl)amino)-2-phenylethan-1-ol